BrC=1C(=CC(=NC1)S(=O)(=O)N(C(OC(C)(C)C)=O)C=1N=CSC1)C tert-butyl ((5-bromo-4-methylpyridin-2-yl)sulfonyl)(thiazol-4-yl)carbamate